CC1=CC(=CC=C1)S(=O)(=O)OC1=C(C=CC=C1)NC(=O)NC1=CC=C(C=C1)OS(=O)(=O)C=1C=C(C)C=CC1 N-[2-(m-toluenesulfonyloxy)phenyl]-N'-[4-(m-toluenesulfonyloxy)phenyl]urea